O=C1COCC(N1)CCC(=O)O 3-(5-oxomorpholin-3-yl)propionic acid